ClCC1=C(C(=CC(=C1)C(C)(C)C)C)O 2-(chloromethyl)-4-(tert-butyl)-6-methylphenol